O1[C@@H](COCC1)COC=1C=C(C#N)C=C(C1)C=1SC(=CN1)C 3-[(2S)-1,4-dioxan-2-ylmethoxy]-5-(5-methyl-1,3-thiazol-2-yl)benzonitrile